N-(3-{2-[(carbamoylmethyl)amino]-4-(methylamino)quinazolin-7-yl}phenyl)prop-2-enamide C(N)(=O)CNC1=NC2=CC(=CC=C2C(=N1)NC)C=1C=C(C=CC1)NC(C=C)=O